(S)-N-[[3-[3-fluoro-4-(4-morpholinyl)phenyl]-2-oxo-5-oxazolidinyl]methyl]-acetamide FC=1C=C(C=CC1N1CCOCC1)N1C(O[C@H](C1)CNC(C)=O)=O